C(C)(C)(C)OC(=O)N1C[C@@H]2COC3=C(C(N2CC1)=O)C(=NC(=C3)Cl)N3CC(OCC3)(C)C (R)-3-chloro-1-(2,2-dimethylmorpholino)-12-oxo-6a,7,9,10-tetrahydro-12H-pyrazino[2,1-c]Pyrido[3,4-f][1,4]Oxazepine-8(6H)-carboxylic acid tert-butyl ester